C(C)(=O)C1=C(C=C(C=C1)Cl)C1=CC(N(C=C1OC)[C@H](C(=O)NC1=CC=C(C(=O)O)C=C1)CC1=CC(=CC=C1)OC)=O (S)-4-(2-(4-(2-acetyl-5-chlorophenyl)-5-methoxy-2-oxopyridin-1(2H)-yl)-3-(3-methoxyphenyl)propionylamino)benzoic acid